C(C)(C)(C)OC(=O)NCCN(C(OC)=O)C1(CC1)C1=CC(=C(C=C1)F)C(F)(F)F methyl (2-((tert-butoxycarbonyl)amino)ethyl)(1-(4-fluoro-3-(trifluoromethyl)phenyl)cyclopropyl)carbamate